5-bromo-2-chloro-4-methyl-3-nitropyridine BrC=1C(=C(C(=NC1)Cl)[N+](=O)[O-])C